C(C1=CC=CC=C1)N1C(C2=CC=CC=3C2=C(C1=O)C=CC3Br)=O 2-benzyl-6-bromo-1H-benzo[de]isoquinoline-1,3(2H)-dione